C(C1=CC=CC=C1)(=O)ON=C(C(=O)C1=CC=C(C=C1)SC1=CC=CC=C1)CC N-benzoyloxy-1-(4-phenylsulfanyl-phenyl)butan-1-one-2-imine